ethyl (R)-5-(2,4-difluorophenyl)-2-(2,2,2-trifluoroethyl)-3,4-dihydro-2H-pyrano[2,3-b]pyridine-7-carboxylate FC1=C(C=CC(=C1)F)C1=C2C(=NC(=C1)C(=O)OCC)O[C@H](CC2)CC(F)(F)F